CC1=NOC2=C1C=CC(=C2)C2=NOC(=N2)C2CCN(CC2)C(CNC(C2=CC=CC=C2)=O)=O N-[2-[4-[3-(3-methyl-1,2-benzoxazol-6-yl)-1,2,4-oxadiazol-5-yl]-1-piperidyl]-2-oxo-ethyl]benzamide